ClC=1C=C2C=C(NC2=CC1CO)CNC(=O)C1(CC1)C N-((5-chloro-6-(hydroxymethyl)-1H-indol-2-yl)methyl)-1-methylcyclopropanecarboxamide